C([O-])([O-])=O.[O-2].[O-2].[La+3].[La+3] dilanthanum dioxide carbonate